FC1=C(O[C@H]2[C@@H](CN(CC2)C2=CC(N(C=3C=CC(=NC23)C#N)C)=O)C)C(=CC=C1)C(F)(F)F 8-((3R,4R)-4-(2-Fluoro-6-(trifluoromethyl)phenoxy)-3-methylpiperidin-1-yl)-5-methyl-6-oxo-5,6-dihydro-1,5-naphthyridin-2-carbonitril